((2R,6S)-2,6-Dimethylmorpholino)(4-methyl-2-(2,4,5-trifluoro-3-hydroxyphenyl)thiazol-5-yl)methanone C[C@H]1O[C@H](CN(C1)C(=O)C1=C(N=C(S1)C1=C(C(=C(C(=C1)F)F)O)F)C)C